OCC(CCCC(C(=O)OC(C)(C)C)(C=1C=C(C=CC1)C)C)(C)C tert-butyl 7-hydroxy-2,6,6-trimethyl-2-(m-tolyl)heptanoate